ethyl 6-bromo-2-phenyl-4H-pyrrolo[2,3-d]thiazole-5-carboxylate BrC1=C(NC=2N=C(SC21)C2=CC=CC=C2)C(=O)OCC